ClC(C1=NC(=NO1)C1=CC=2N(C=C1)C=C(N2)CN=S(=O)(C=2C=NC=CC2)C)(F)F (((7-(5-(chlorodifluoromethyl)-1,2,4-oxadiazol-3-yl)imidazo[1,2-a]pyridin-2-yl)methyl)imino)(methyl)(pyridin-3-yl)-λ6-sulfanone